BrC=1C=C(CNCCC(=O)OC)C=CC1 methyl 3-((3-bromobenzyl)amino)propanoate